1-cyano-1,3,3-trimethyl-cyclohex-5-ene C(#N)C1(CC(CC=C1)(C)C)C